(R)-5-((((3'-chloro-2'-(2-chloro-3-((3-fluoro-4-(((tetrahydro-2H-pyran-4-yl)amino)methyl)pyridin-2-yl)amino)phenyl)-6-methoxy-[2,4'-bipyridin]-5-yl)methyl)amino)methyl)pyrrolidin-2-one ClC=1C(=NC=CC1C1=NC(=C(C=C1)CNC[C@H]1CCC(N1)=O)OC)C1=C(C(=CC=C1)NC1=NC=CC(=C1F)CNC1CCOCC1)Cl